ClC1=CC=C(C=C1)C=1N=C(N(C1C1=CC(=NC=C1)C(F)F)CC(=O)N1CCC2(CN(C2)C(=O)OC(C)(C)C)CC1)O tert-butyl 7-{2-[4-(4-chlorophenyl)-5-[2-(difluoromethyl) pyridin-4-yl]-2-hydroxy-1H-imidazol-1-yl] acetyl}-2,7-diazaspiro[3.5]nonane-2-carboxylate